4-{[2-(4-chlorophenyl)-1-(2,2,2-trifluoroethyl)-1H-indol-4-yl]amino}-1λ6-thiane-1,1-dione ClC1=CC=C(C=C1)C=1N(C2=CC=CC(=C2C1)NC1CCS(CC1)(=O)=O)CC(F)(F)F